C(C)(C)(C)[Ni] tertiary butyl-nickel